CN1C=CC=C(C1=O)C 1,5-dimethyl-6-oxopyridin